4-(4-phenoxyphenyl)butanoic acid O(C1=CC=CC=C1)C1=CC=C(C=C1)CCCC(=O)O